C1(CC1)COC1=C2C=C(N=CC2=CC(=N1)C1=C(C(=CC(=C1Cl)OC)OC)Cl)N[C@@H]1COCC[C@@H]1NC(C=C)=O N-((3S,4S)-3-((5-(cyclopropylmethoxy)-7-(2,6-dichloro-3,5-dimethoxyphenyl)-2,6-naphthyridin-3-yl)amino)tetrahydro-2H-pyran-4-yl)acrylamide